triazolo[4,5-c]pyridine N1N=NC=2C=NC=CC21